FC12CC(C1)(C2)CN[C@H]2CN(CCC2)C=2N=NC(=CC2)CN2N=NC(=C2)C2=C1C=NNC1=CC(=C2)OC (R)-N-((3-fluorobicyclo[1.1.1]pentan-1-yl)methyl)-1-(6-((4-(6-methoxy-1H-indazol-4-yl)-1H-1,2,3-triazol-1-yl)methyl)pyridazin-3-yl)piperidin-3-amine